C(C)(=O)OC[C@@H]1O[C@H]([C@@H]([C@H]([C@H]1CC(=O)O)CC(=O)O)CC(=O)O)SC#CC1=CC=CC=C1 (2R,3R,4S,5R,6S)-2-(acetoxymethyl)-6-((phenylethynyl)thio)tetrahydro-2H-pyran-3,4,5-triacetic acid